FC1C(NC(N(C1)C1=CC=C2C=CN(C2=C1)C(=O)OC(C)(C)C)=O)=O tert-Butyl 6-(5-fluoro-2,4-dioxotetrahydropyrimidin-1(2H)-yl)-1H-indole-1-carboxylate